CN1CCN(CC1)CCN(C)C 1-methyl-4-(2-dimethylaminoethyl)piperazine